NC1=NC=C(C2=C1C(=C(S2)C2=C(C=C(C=C2)NC(C(=C)C)=O)C(F)F)C2=CC(=C(C=C2)OC2=NC=CC(=N2)C)F)C=2C=NN(C2)C N-(4-(4-amino-3-(3-fluoro-4-((4-methylpyrimidin-2-yl)oxy)phenyl)-7-(1-methyl-1H-pyrazol-4-yl)thieno[3,2-c]pyridin-2-yl)-3-(difluoromethyl)phenyl)methacrylamide